C(=C)(C)N1C(=O)C2(C3(C=CC(C2C1=O)C3)C)CC=C N-isopropenyl-allyl-(methyl)bicyclo[2.2.1]hept-5-ene-2,3-dicarboximide